N-(5-((6-((S)-3-benzylisoxazolin-2-yl)pyrimidin-4-yl)amino)-4-methoxy-2-(4-(tetrahydro-2H-pyran-4-yl)piperazin-1-yl)phenyl)acrylamide C(C1=CC=CC=C1)[C@@H]1N(OCC1)C1=CC(=NC=N1)NC=1C(=CC(=C(C1)NC(C=C)=O)N1CCN(CC1)C1CCOCC1)OC